7-bromo-2-chloro-8-fluoro-4-(methylthio)-6-(trifluoromethyl)quinazoline BrC1=C(C=C2C(=NC(=NC2=C1F)Cl)SC)C(F)(F)F